4-{[3-(1-cyclopropyl-1H-benzo[d][1,2,3]triazol-5-yl)-5-trifluoromethyl-1H-pyrazol-1-yl]methyl}-N-hydroxybenzoamide C1(CC1)N1N=NC2=C1C=CC(=C2)C2=NN(C(=C2)C(F)(F)F)CC2=CC=C(C(=O)NO)C=C2